COC1=CC=C(C=C1)\C=C\C 1-methoxy-4-[(E)-prop-1-enyl]benzene